3-Morpholinopropanesulfonic acid O1CCN(CC1)CCCS(=O)(=O)O